(3R)-3-hydroxy-2-(((S)-2-hydroxy-1-phenylethyl)amino)-3-(6-methoxypyridin-3-yl)-1-(pyrrolidin-1-yl)propan-1-one O[C@@H](C(C(=O)N1CCCC1)N[C@H](CO)C1=CC=CC=C1)C=1C=NC(=CC1)OC